4-(tert-butylsulfonyl)benzene-1-sulfonyl chloride C(C)(C)(C)S(=O)(=O)C1=CC=C(C=C1)S(=O)(=O)Cl